FC(CN(S(=O)(=O)C1=CC=CC=C1)C1=CC=C(C=C1)C(C(F)(F)F)(C(F)(F)F)O)(F)F N-(2,2,2-trifluoroethyl)-N-[4-[2,2,2-trifluoro-1-hydroxy-1-(trifluoromethyl)ethyl]phenyl]benzenesulfonamide